bis(n-propylcyclopentadienyl)zirconium C(CC)C1(C=CC=C1)[Zr]C1(C=CC=C1)CCC